((2,5-dimethoxyphenyl)amino)ethane COC1=C(C=C(C=C1)OC)NCC